4-chloro-7-methylfuro[3,2-c]pyridine ClC1=NC=C(C2=C1C=CO2)C